NCCOCCOCCOCCOCCC(=O)OC(C)(C)C tert-butyl 15-amino-4,7,10,13-tetraoxapentadecanate